OC1=C(C=C2C(=NC=NC2=C1)OC1=CC=C(C=C1)NC(CN1N=NC(=C1)C(C)C)=O)OC N-(4-((7-hydroxy-6-methoxyquinazolin-4-yl)oxy)phenyl)-2-(4-isopropyl-1H-1,2,3-triazol-1-yl)acetamide